2-aza-pentadecane CNCCCCCCCCCCCCC